(E)-4,6-dimethoxy-2-(2-methoxybenzylidene)-7-(1-methylpiperidin-4-yl)benzofuran-3(2H)-one COC1=CC(=C(C2=C1C(\C(\O2)=C/C2=C(C=CC=C2)OC)=O)C2CCN(CC2)C)OC